FC1(O[C@H]([C@H](NC1)CN1CC(=NC(=C1)C(F)(F)F)C)C)F N-(((2S,3R)-6,6-difluoro-2-methylmorpholin-3-yl)methyl)-3-methyl-5-(trifluoromethyl)pyrazin